2-(2-methoxyethyl)-5-[(4-methoxyphenyl)methylsulfanyl]thiazole COCCC=1SC(=CN1)SCC1=CC=C(C=C1)OC